COC(=O)C=1C(N(C2=CC(=CC=C2C1N)Br)C1=CC=C(C=C1)N)=O.CC(C(=O)N1CCNCC1)(C)C 2,2-dimethyl-1-(piperazin-1-yl)propan-1-one methyl-4-amino-1-(4-aminophenyl)-7-bromo-2-oxo-1,2-dihydroquinoline-3-carboxylate